(S)-4-(2-cyclopropyl-6-(6-(2,3-dihydroxypropoxy)-1-oxoisoindolin-2-yl)pyridin-4-yl)-3-(4-methyl-4H-1,2,4-triazol-3-yl)benzonitrile C1(CC1)C1=NC(=CC(=C1)C1=C(C=C(C#N)C=C1)C1=NN=CN1C)N1C(C2=CC(=CC=C2C1)OC[C@H](CO)O)=O